2-benzyl-2-(((2R,3S,4R,5R)-5-(2-chloro-6-(cyclopropyl-(methyl)amino)-9H-purin-9-yl)-3-ethynyl-3,4-dihydroxytetrahydrofuran-2-yl)methoxy)malonic acid C(C1=CC=CC=C1)C(C(=O)O)(C(=O)O)OC[C@H]1O[C@H]([C@@H]([C@@]1(O)C#C)O)N1C2=NC(=NC(=C2N=C1)N(C)C1CC1)Cl